2-((pyridin-2-ylmethyl)amino)benzoic acid N1=C(C=CC=C1)CNC1=C(C(=O)O)C=CC=C1